4-(7-methoxy-1-(4-(trifluoromethyl)phenyl)-1H-indazol-3-yl)-1-((2-(methylamino)pyrimidin-4-yl)methyl)pyridin-2(1H)-one COC=1C=CC=C2C(=NN(C12)C1=CC=C(C=C1)C(F)(F)F)C1=CC(N(C=C1)CC1=NC(=NC=C1)NC)=O